BrC=1C=NC=C(C1)NC1=CC=C(C=C1)OC 3-bromo-5-(4-methoxyphenyl)aminopyridine